FC=1C(=C(C=CC1F)[C@H]1[C@@H](O[C@]([C@H]1C)(C(F)(F)F)C)C(=O)NC=1C=C(C(=CC1)C(=O)N)C(=O)N)OC |o1:8,9,11,12| rel-(2R,3S,4S,5R)-4-({[3-(3,4-difluoro-2-methoxyphenyl)-4,5-dimethyl-5-(Trifluoromethyl)tetrahydrofuran-2-yl]carbonyl}amino)benzene-1,2-dicarboxamide